N1=CC=CC=2CC=NCC12 5,8-dihydro-1,7-naphthyridin